1-[2-[2-methyl-4-[4-[(E)-2-methoxycarbonyl-vinyl]-phenoxycarbonyl]-phenoxy]-ethoxy-carbonyl]-1-methyl-ethylene CC1=C(OCCOC(=O)C(=C)C)C=CC(=C1)C(=O)OC1=CC=C(C=C1)\C=C\C(=O)OC